3,3,3-trifluoro-N-(3-fluoro-5-(2-(((3S,5S)-5-fluoropiperidin-3-yl)amino)-8-isopropyl-7-oxo-7,8-dihydropyrido[2,3-d]pyrimidin-6-yl)pyridin-2-yl)propane-1-sulfonamide FC(CCS(=O)(=O)NC1=NC=C(C=C1F)C1=CC2=C(N=C(N=C2)N[C@@H]2CNC[C@H](C2)F)N(C1=O)C(C)C)(F)F